CSC1=CC=C(\C=C/2\C(C3=CC=CN3C2)=O)C=C1 (E)-2-(4-methylmercaptobenzylidene)-2,3-dihydropyrrolizine-1-one